NC=1N=CC2=C(N1)C(=CN2)C=2C=C(C=CC2OC)C#CC(C)(O)C=2SC=CN2 4-(3-(2-amino-5H-pyrrolo[3,2-d]pyrimidin-7-yl)-4-methoxyphenyl)-2-(thiazol-2-yl)but-3-yn-2-ol